NC=1C(=NC(=CC1)C1=CC2=C(C=CC=C2C=C1)NC(C=C)=O)C(=O)NC1CCN(CC1)C 3-amino-N-(1-methylpiperidin-4-yl)-6-[8-(prop-2-enamido)naphthalen-2-yl]pyridine-2-carboxamide